ClC=1C(=NC2=CC(=C(N=C2C1N[C@@H](C1=CC=CC=C1)C1CC1)C=1C=NC(=CC1)P(=O)(C)C)F)C 3-chloro-N-[(R)-cyclopropyl(phenyl)methyl]-6-[6-(dimethylphosphoryl)pyridin-3-yl]-7-fluoro-2-methyl-1,5-naphthyridin-4-amine